(-)-1-[(3S*,4R*)-4-(2,6-difluoro-4-methoxy-phenyl)-2-oxo-pyrrolidin-3-yl]-3-(pyrimidin-4-yl)urea FC1=C(C(=CC(=C1)OC)F)[C@H]1[C@@H](C(NC1)=O)NC(=O)NC1=NC=NC=C1 |o1:10,11|